C(C)(C)N1C=CC=2C1=CN=C(C2)C2=NSC(=N2)NC=2C(=NC=CN2)N(C(OC(C)(C)C)=O)C tert-Butyl (3-((3-(1-isopropyl-1H-pyrrolo[2,3-c]pyridin-5-yl)-1,2,4-thiadiazol-5-yl)amino)pyrazin-2-yl)(methyl)carbamate